NC1=NNC2=CC=C(C(=C12)OC=1C=NC=C(C1)Cl)NC(C1=CC(=CC(=C1)C(F)(F)F)F)=O N-(3-amino-4-((5-chloropyridin-3-yl)oxy)-1H-indazol-5-yl)-3-fluoro-5-(trifluoromethyl)benzamide